isobutyl acetate (isobutylacetate) C(C(C)C)CC(=O)O.C(C)(=O)OCC(C)C